1-((1s,4s)-4-(diethylamino)cyclohexyl)-6-methyl-5-(8-methyl-[1,2,4]triazolo[1,5-a]pyridin-6-yl)-1,3-dihydro-2H-benzo[d]imidazol-2-one C(C)N(C1CCC(CC1)N1C(NC2=C1C=C(C(=C2)C=2C=C(C=1N(C2)N=CN1)C)C)=O)CC